C(C)SC1=NC(NC(N1CC1=C(C=C(C(=C1)F)F)F)=O)=O 6-(ethylthio)-1-(2,4,5-trifluoro-benzyl)-1,3,5-triazine-2,4(1H,3H)-dione